isoprene salicylate (3-methylbut-2-en-1-yl-2-hydroxybenzoate) CC(=CCC=1C(=C(C(=O)O)C=CC1)O)C.C(C=1C(O)=CC=CC1)(=O)O.C=CC(C)=C